Ruthenium bis(hexafluorophosphate) salt F[P-](F)(F)(F)(F)F.F[P-](F)(F)(F)(F)F.[Ru+2]